NCCN1CCN(CC1)C1=C(C=C(C=C1)N1C(O[C@H](C1)CO)=O)F (R)-3-(4-(4-(aminoethyl)piperazin-1-yl)-3-fluorophenyl)-5-(hydroxymethyl)oxazolidine-2-one